4-(7-(1H-1,2,3-triazol-4-yl)-9H-fluoren-2-yl)-1H-1,2,3-triazole-5-carboxylic acid ethyl ester C(C)OC(=O)C1=C(N=NN1)C1=CC=2CC3=CC(=CC=C3C2C=C1)C=1N=NNC1